(S)-1-(3-((4-((3-(cyclopropylmethyl)-1H-indazol-5-yl)amino)pyrido[3,2-d]pyrimidin-6-yl)oxy)pyrrolidin-1-yl)prop-2-en-1-one C1(CC1)CC1=NNC2=CC=C(C=C12)NC=1C2=C(N=CN1)C=CC(=N2)O[C@@H]2CN(CC2)C(C=C)=O